(4R,5S)-4-amino-1-(1-(4-fluorophenyl)-1H-indazol-5-yl)-3,3-dimethyl-5-phenylpyrrolidin-2-one N[C@@H]1C(C(N([C@H]1C1=CC=CC=C1)C=1C=C2C=NN(C2=CC1)C1=CC=C(C=C1)F)=O)(C)C